18-isocyano-octadeca-6,9-diene [N+](#[C-])CCCCCCCCC=CCC=CCCCCC